N-(4-((3-(2-fluoro-4-methoxyphenyl)imidazo[1,2-a]pyrazin-8-yl)amino)-2-methylphenyl)acetamide FC1=C(C=CC(=C1)OC)C1=CN=C2N1C=CN=C2NC2=CC(=C(C=C2)NC(C)=O)C